N1C=NC2=C1C=CC(=C2)N2C(N(CC2C2=CC=C(C=C2)OCCC)CC2=CC1=CC=CC=C1C=C2)=O 3-(1H-benzo[d]imidazol-5-yl)-1-((naphthalen-2-yl)methyl)-4-(4-propoxyphenyl)imidazolidin-2-one